COC(=O)C1CCC(CC1)COS(=O)(=O)C 4-(((methylsulfonyl)oxy)methyl)cyclohexane-1-carboxylic acid methyl ester